11-[3'-(9H-carbazol-9-yl)biphenyl-3-yl]phenanthro[9',10':4,5]furo[2,3-b]pyrazine C1=CC=CC=2C3=CC=CC=C3N(C12)C=1C=C(C=CC1)C1=CC(=CC=C1)C1=CN=C2C(=N1)OC=1C2=C2C=CC=CC2=C2C=CC=CC21